OCC=1C=C2C(CCOC2=CC1)OC(NCC1=CC=CC=C1)=O (6-(hydroxymethyl)chroman-4-yl)benzylcarbamate